eicosyl pentadecanoate C(CCCCCCCCCCCCCC)(=O)OCCCCCCCCCCCCCCCCCCCC